8-((4-fluoroindolin-1-yl)methyl)-N,N-dimethyl-2-morpholino-4-oxo-4H-chromen-6-carboxamide FC1=C2CCN(C2=CC=C1)CC=1C=C(C=C2C(C=C(OC12)N1CCOCC1)=O)C(=O)N(C)C